O1C(OCC1)C1CCN(CC1)C1=CC=CC=2N(C(N(C21)C)=O)C2C(N(C(CC2)=O)COCC[Si](C)(C)C)=O 3-{4-[4-(1,3-Dioxolan-2-yl)piperidin-1-yl]-3-methyl-2-oxo-1,3-benzodiazol-1-yl}-1-{[2-(trimethylsilyl)ethoxy]methyl}piperidine-2,6-dione